(R)-3-(((5-(2-ethylphenyl)isoindolin-1-yl)methyl)amino)isonicotinic acid C(C)C1=C(C=CC=C1)C=1C=C2CN[C@H](C2=CC1)CNC1=C(C(=O)O)C=CN=C1